tert-butyl (2-(4-(2-(((benzyloxy)carbonyl)amino)propan-2-yl)-6-(4-fluorophenyl)pyridin-2-yl)-2-hydroxypropyl)carbamate C(C1=CC=CC=C1)OC(=O)NC(C)(C)C1=CC(=NC(=C1)C1=CC=C(C=C1)F)C(CNC(OC(C)(C)C)=O)(C)O